N-(3-(2-amino-7-methylpyrido[2,3-d]pyrimidin-6-yl)-4-methylphenyl)-2-(trifluoromethyl)isonicotinamide NC=1N=CC2=C(N1)N=C(C(=C2)C=2C=C(C=CC2C)NC(C2=CC(=NC=C2)C(F)(F)F)=O)C